[C@H]12CC(C[C@H](CC1)N2)N(C2=CC=C(N=N2)C2=C(C=C(C=C2)N2N=C(N=N2)C)O)C 2-(6-(((1R,3S,5S)-8-azabicyclo[3.2.1]octan-3-yl)(methyl)amino)pyridazin-3-yl)-5-(5-methyl-2H-tetrazol-2-yl)phenol